BrC12CC3(C[C@](C[C@@](C1)(C3)C)(C2)C)CN2N=CC=C2C 1-(((1r,3s,5R,7S)-3-bromo-5,7-dimethyladamantan-1-yl)methyl)-5-methyl-1H-pyrazole